C1(CCCCC1)C(=O)N1CCC2(C(N3[C@H](O2)CC[C@H]3C3=CC(=CC(=C3)F)F)=O)CC1 (5'S,7a'R)-1-(cyclohexane-carbonyl)-5'-(3,5-difluoro-phenyl)tetrahydro-3'H-spiro[piperidine-4,2'-pyrrolo[2,1-b][1,3]oxazol]-3'-one